C(#N)C=1C(=NC(=NC1)N[C@H]1C[C@H](CCC1)N1CC2=CC=C(C=C2C1=O)NC(C=C)=O)NCC(C)(C)O N-(2-((1S,3R)-3-((5-Cyano-4-((2-hydroxy-2-methylpropyl)amino)pyrimidin-2-yl)amino)cyclohexyl)-3-oxoisoindolin-5-yl)acrylamide